C(C)(C)(C)C1=CC(=C(C(=O)NC=2C=CC(=NC2)C(=O)O)C=C1)OC1=C(C=C(C=C1)F)OC 5-(4-(tert-butyl)-2-(4-fluoro-2-methoxyphenoxy)benzamido)picolinic acid